Methyl 3-[(2Z)-2-(1H-pyrrolo[2,3-b]pyridine-3-carbonylimino)thiazol-3-yl]propanoate N1C=C(C=2C1=NC=CC2)C(=O)\N=C\2/SC=CN2CCC(=O)OC